OC(CNC(CC)O)COC1=CC=CC=C1 ((2-hydroxy-3-phenoxypropyl)amino)propan-1-ol